FC(C1=C(C=NC=C1)C(=O)N)(F)F 4-(trifluoromethyl)pyridine-3-carboxamide